N-(2-methylbenzyl)-2-[(3R)-3-methyl-[1,4'-bipiperidin]-1'-yl]-1,3-thiazole-5-carboxamide CC1=C(CNC(=O)C2=CN=C(S2)N2CCC(CC2)N2C[C@@H](CCC2)C)C=CC=C1